FC=1C=C(C=CC1)CC[NH3+] 2-(3-fluorophenyl)ethylammonium